2-methyl-2-[(4-methylphenyl)amino]propionitrile CC(C#N)(C)NC1=CC=C(C=C1)C